7-((4-(2,6-dimethylmorpholino)-2-methylphenyl)amino)-4-(3-(methylamino)propyl)-2H-benzo[b][1,4]oxazin-3(4H)-one CC1OC(CN(C1)C1=CC(=C(C=C1)NC=1C=CC2=C(OCC(N2CCCNC)=O)C1)C)C